butyl 4-(6-((5-fluoro-4-(8-fluoro-4-(1-hydroxyethyl)-2-methylquinolin-6-yl)pyrimidin-2-yl)amino)pyridin-3-yl)piperidine-1-carboxylate FC=1C(=NC(=NC1)NC1=CC=C(C=N1)C1CCN(CC1)C(=O)OCCCC)C=1C=C2C(=CC(=NC2=C(C1)F)C)C(C)O